C=1(C(=CC=C2C=CC=CC12)O)C=1C(=CC=C2C=CC=CC12)O racemic-1,1'-binaphthyl-2,2'-diol